(E)-6-methyl-2-(4-(naphthalen-1-yl)but-2-en-1-yl)-1,3,6,2-dioxazaborocan-4,8-dione CN1CC(OB(OC(C1)=O)C\C=C\CC1=CC=CC2=CC=CC=C12)=O